diethyl 4-(1-(tert-butoxycarbonyl) piperidin-4-yl)-2,6-dimethyl-1,4-dihydropyridine-3,5-dicarboxylate C(C)(C)(C)OC(=O)N1CCC(CC1)C1C(=C(NC(=C1C(=O)OCC)C)C)C(=O)OCC